3-(5-((2,2-dioxido-1,3-dihydrobenzo[c]thiophen-5-yl)amino)-1H-pyrazol-3-yl)cyclobutyl (4-nitrophenyl) carbonate C(OC1CC(C1)C1=NNC(=C1)NC1=CC2=C(CS(C2)(=O)=O)C=C1)(OC1=CC=C(C=C1)[N+](=O)[O-])=O